N-(3-bromo-4-fluorophenyl)-8-chloro-N-methyl-[1,2,4]triazolo[4,3-a]quinazolin-5-amine BrC=1C=C(C=CC1F)N(C1=NC=2N(C3=CC(=CC=C13)Cl)C=NN2)C